N-(2-chloro-6-fluoro-3-nitrophenyl)-1-(trifluoromethyl)cyclopropane-1-carboxamide ClC1=C(C(=CC=C1[N+](=O)[O-])F)NC(=O)C1(CC1)C(F)(F)F